C(CCC)[Sn](C=1OC=CC1)(CCCC)CCCC Tributyl(furan-2-yl)stannane